phenyl (2-chloro-5-nitropyridin-4-yl)carbamate ClC1=NC=C(C(=C1)NC(OC1=CC=CC=C1)=O)[N+](=O)[O-]